(1-((4-ethoxy-3-(1-methyl-7-oxo-3-propyl-6,7-dihydro-1H-pyrazolo[4,3-d]pyrimidin-5-yl)phenyl)sulfonyl)azetidin-3-yl)methyl nitrate [N+](=O)(OCC1CN(C1)S(=O)(=O)C1=CC(=C(C=C1)OCC)C=1NC(C2=C(N1)C(=NN2C)CCC)=O)[O-]